OC1=C(C=C(C(=C1)C(=O)NC1=CC(=CC=C1)S(=O)(=O)O)O)S(=O)(=O)O 2,5-dihydroxy-4-(3-sulfophenylaminocarbonyl)benzenesulfonic acid